O1C(=NC2=C1C=CC=C2)NC(CC2=CC=C(OC1=NC=CC=C1C(=O)N)C=C2)=O 2-(4-(2-(benzo[d]oxazol-2-ylamino)-2-oxoethyl)phenoxy)pyridine-3-carboxamide